7-(Hydroxymethyl)-3-methyl-5-(1-methyl-1H-pyrazol-5-yl)quinoxalin-2(1H)-one OCC1=CC(=C2N=C(C(NC2=C1)=O)C)C1=CC=NN1C